C(C1=CC=CC=C1)OC=1C=C(OCCOC2CCN(CC2)C=2C=NC(=NC2)C(=O)OC)C=CC1 methyl 5-[4-[2-(3-benzyloxyphenoxy)ethoxy]-1-piperidyl]pyrimidine-2-carboxylate